C(C)(C)(C)OC(=O)N1CCN(CC1)C1=C(C(=CC=C1)Br)OCC(C1=C(C=C(C=C1)Cl)F)O[Si](C)(C)C(C)(C)C 4-(3-bromo-2-(2-((tert-butyldimethylsilyl)oxy)-2-(4-chloro-2-fluorophenyl)ethoxy)Phenyl)piperazine-1-carboxylic acid tert-butyl ester